7-(bromomethyl)-3-methyl-5-(1-methyl-1H-pyrazol-4-yl)quinoxalin-2(1H)-one BrCC1=CC(=C2N=C(C(NC2=C1)=O)C)C=1C=NN(C1)C